CC1=C(C2=C(CC[C@@](O2)(C)CCC[C@H](C)CCC[C@H](C)CCCC(C)CO)C(=C1O)C)C The molecule is a member of the class of chromanols that is (+)-alpha-tocopherol bearing an additional hydroxy substituent at position 13'. It has a role as a human metabolite. It is a chromanol, a member of phenols and a primary alcohol. It derives from a (+)-alpha-tocopherol.